C[P@@](OC(C)C(C)(C)C)(=O)F 3,3-dimethylbutan-2-yl (S)-methylphosphonofluoridate